NN1[C@@H]2[C@]3([C@H](C1=O)O)[C@]1(C(O2)=O)[C@H](C[C@@]3(O)C(C)(C)C)OC(C1)=O (3aS,5aS,8R,8aS,9R,10aS)-6-amino-9-(tert-butyl)-8,9-dihydroxytetrahydro-4H,9H-furo[3'',2'':2',3']cyclopenta[1',2':3,4]furo[2,3-b]pyrrole-2,4,7(3H,8H)-trione